secbutyl-styrene C(C)(CC)C=CC1=CC=CC=C1